COC(=O)C=1C=CC(=C2C=NN(C12)CC1=CC=C(C=C1)C1=CC=CC=C1)Br 1-([1,1'-biphenyl]-4-ylmethyl)-4-bromo-1H-indazole-7-carboxylic acid methyl ester